ClC1=CC(=C(C=C1)N1CCN(CC1)[C@H]1[C@@H](CCCC1)NS(=O)(=O)C1=CC=C(C=C1)C)F trans-N-(2-(4-(4-chloro-2-fluoro-phenyl)piperazin-1-yl)cyclohexyl)-4-methylbenzene-sulfonamide